C(N)(=O)[C@H]1N(C[C@@]2(C(NC(N2C)=O)=O)C1)C(=O)OCCCC Butyl (5R,8S)-8-carbamoyl-1-methyl-2,4-dioxo-1,3,7-triazaspiro[4.4]nonane-7-carboxylate